6-chloro-4-morpholino-3-nitro-N-(3-(pyridin-2-yl)propyl)pyridin-2-amine ClC1=CC(=C(C(=N1)NCCCC1=NC=CC=C1)[N+](=O)[O-])N1CCOCC1